(bis(dimethylsilyl)amino)indium (III) chloride [Cl-].C[SiH](C)N([SiH](C)C)[In+2].[Cl-]